C(C)OC(=O)C1=CNC2=C(N=CC=C2C1=O)C1=C(C(=CC=C1)Cl)Cl 8-(2,3-dichlorophenyl)-4-oxo-1,4-dihydro-1,7-naphthyridine-3-carboxylic acid ethyl ester